(3-(Hydroxymethyl)azetidin-1-yl)(5-(4-(trifluoromethyl)phenoxy)naphthalen-2-yl)methanone OCC1CN(C1)C(=O)C1=CC2=CC=CC(=C2C=C1)OC1=CC=C(C=C1)C(F)(F)F